C1(C=CC=C1)[Ni]C1C=CC=C1.[Ni] nickel (bis(cyclopentadienyl)nickel)